1-ethyl-9-(1-isopropylpiperidin-4-yl)-1,5,9,10-tetrahydro-1,2,4,5,8,9-hexaazabenzo[cd]cyclopenta[h]azulene C(C)N1N=C2C3=C(C=CC=4C(=C13)CN(N4)C4CCN(CC4)C(C)C)NN=C2